2-fluorophenylhydrazine FC1=C(C=CC=C1)NN